3-(6-(hydroxymethyl)-1-oxo-7-(((R)-tetrahydro-2H-pyran-3-yl)oxy)isoindolin-2-yl)piperidine-2,6-dione OCC1=CC=C2CN(C(C2=C1O[C@H]1COCCC1)=O)C1C(NC(CC1)=O)=O